BrC=1C=C2C(NC(=NC2=C(C1)Cl)C)=O 6-bromo-8-chloro-2-methyl-3H-quinazolin-4-one